6-chloro-4-(4-fluorophenylthio)-1H-indole-2-carboxylic acid ClC1=CC(=C2C=C(NC2=C1)C(=O)O)SC1=CC=C(C=C1)F